N-(1-methylcyclobutyl)-2-(1H-pyrazol-4-yl)pyrido[3,4-d]pyrimidin-4-amine CC1(CCC1)NC=1C2=C(N=C(N1)C=1C=NNC1)C=NC=C2